7-(2-acrylamidopropan-2-yl)-2-(4-phenoxyphenyl)-4,5,6,7-tetrahydropyrazolo[1,5-a]pyrimidine-3-carboxamide C(C=C)(=O)NC(C)(C)C1CCNC=2N1N=C(C2C(=O)N)C2=CC=C(C=C2)OC2=CC=CC=C2